C(C=C)[N+](CCCS(=O)(=O)O)(C)C allyl-dimethyl-(3-sulfopropyl)ammonium